NC1=CC=C(N=N1)C#CCN1C2=C(CCC(C1=O)C1=C(C=C(C=C1)C(F)(F)F)C(F)(F)F)C=C(C(=C2)Cl)F 1-(3-(6-Aminopyridazin-3-yl)prop-2-ynyl)-3-(2,4-bis(trifluoromethyl)phenyl)-8-chloro-7-fluoro-4,5-dihydro-1H-benzo[b]azepine-2(3H)-one